[Li+].C(N)(=O)[C@H]1N2C(N([C@H](C=C1C)C2)O[C@H](C(=O)[O-])F)=O (2S)-{[(2S,5R)-2-carbamoyl-3-methyl-7-oxo-1,6-diazabicyclo[3.2.1]oct-3-en-6-yl]oxy}(fluoro)ethanoic acid lithium salt